BrC=1SC2=C(C1)C=CC=C2Br 2,7-dibromo-1-benzothiophene